(1S,2R)-2-(4-amino-3-cyclopropyl-pyrazol-1-yl)cyclopropanecarbonitrile NC=1C(=NN(C1)[C@H]1[C@H](C1)C#N)C1CC1